ClCCN1P(OCCCNCC1)(O)=O 3-(2-Chloroethyl)-2-oxo-2-hydroxy-1,3,6,2-oxadiazaphosphonane